2,4-dimethyl-1H-pyrrole-3-carboxamide L-malate C([C@@H](O)CC(=O)O)(=O)O.CC=1NC=C(C1C(=O)N)C